BrC1=CC=CC(=N1)C1=CN=C2N1N=C(C(=C2)OC)C2CC2 3-(6-bromo-2-pyridinyl)-6-cyclopropyl-7-methoxy-imidazo[1,2-b]Pyridazine